FC(C1=NN(C=C1NC(=O)C=1C=NN2C1N=C(C=C2)N2[C@H]1CO[C@@H](C2)C1)C1CCC(CC1)CO)F N-[3-(difluoromethyl)-1-[(1r,4r)-4-(hydroxymethyl)cyclohexyl]pyrazol-4-yl]-5-[(1R,4R)-2-oxa-5-azabicyclo[2.2.1]heptan-5-yl]pyrazolo[1,5-a]pyrimidine-3-carboxamide